(E)-2-cyano-3-cyclopropylprop-2-enoyl chloride C(#N)/C(/C(=O)Cl)=C\C1CC1